5-[(5-{3-Methoxy-5-[3-(methylamino)propoxy]pyridin-4-yl}-1H-pyrazole-3-yl)amino]pyrazine-2-carbonitrile COC=1C=NC=C(C1C1=CC(=NN1)NC=1N=CC(=NC1)C#N)OCCCNC